COC1=CC=C(C=N1)CC1C2CC(NN1C2)C=2N=CC(=NC2)C=2C=1N(C=C(C2)C=2CCOC(C2)=O)N=CC1C#N 4-(5-(6-((6-methoxypyridin-3-yl)methyl)-diazabicyclo[3.1.1]heptan-3-yl)pyrazin-2-yl)-6-(6-oxo-3,6-dihydro-2H-pyran-4-yl)pyrazolo[1,5-a]pyridine-3-carbonitrile